OC(CC=1N=C(NC1)C)(C)OCCCC 2-hydroxy-2-butoxypropyl-2-methylimidazole